Ethyl 8-cyclopentylamino-2,2-dimethyl-3,4-dihydro-1H-quinoline-6-carboxylate C1(CCCC1)NC=1C=C(C=C2CCC(NC12)(C)C)C(=O)OCC